α-(2-furylmethyl)-proline O1C(=CC=C1)C[C@@]1(NCCC1)C(=O)O